1-Benzyl-nitrobenzene C(C1=CC=CC=C1)C1=C(C=CC=C1)[N+](=O)[O-]